The molecule is a polyprenol triphosphate where the polyprenol component is farnesol. It is a conjugate acid of a farnesyl triphosphate(3-). CC(=CCC/C(=C/CC/C(=C/COP(=O)(O)OP(=O)(O)OP(=O)(O)O)/C)/C)C